N-[(1S)-1-(dicyclopropylmethyl)-2-[[5-[5-ethyl-3-methyl-1-(2-trimethylsilylethoxymethyl)pyrazol-4-yl]-6-fluoro-2-pyridyl]amino]-2-oxo-ethyl]-3-isopropyl-isoxazole-4-carboxamide C1(CC1)C([C@@H](C(=O)NC1=NC(=C(C=C1)C=1C(=NN(C1CC)COCC[Si](C)(C)C)C)F)NC(=O)C=1C(=NOC1)C(C)C)C1CC1